C(=O)(O)CN1CCN2CCCN(CCN(CCC1)CC2)CC(=O)O bis(carboxymethyl)-1,4,8,11-tetraaza-bicyclo[6.6.2]hexadecane